FC1=C(C(=O)N([C@H]2CNCCC2)C2=NC=CC3=C2C(=CS3)C)C=CC(=C1)N1N=NC=3C1=NC=CC3 2-fluoro-N-(3-methylthieno[3,2-c]pyridin-4-yl)-N-[(3R)-3-piperidyl]-4-(triazolo[4,5-b]pyridin-3-yl)benzamide